N-(1-(cyclopropanecarbonyl)-3-(2-(1,1-difluoroethyl)-6-methylpyrimidin-4-yl)-1H-pyrrolo[2,3-c]pyridin-5-yl)acetamide C1(CC1)C(=O)N1C=C(C=2C1=CN=C(C2)NC(C)=O)C2=NC(=NC(=C2)C)C(C)(F)F